C(C1=CC=CC=C1)N1[C@@H]2CN([C@H](C1C(=O)OC)C2)C(=O)OC(C)(C)C 2-(tert-Butyl) 6-methyl (1S,4S)-5-benzyl-2,5-diazabicyclo[2.2.1]heptane-2,6-dicarboxylate